7-Ethyl-4-(4-fluoro-3-(7-methoxy-2-(trifluoromethyl)imidazo[1,2-a]pyridin-6-yl)phenyl)-7H-imidazo[4,5-c]pyridazine C(C)N1C=NC2=C1N=NC=C2C2=CC(=C(C=C2)F)C=2C(=CC=1N(C2)C=C(N1)C(F)(F)F)OC